4-(3-(4-(4-formylpiperidin-1-yl)phenyl)pyrrolidin-1-yl)-2-(trifluoromethyl)-benzonitrile C(=O)C1CCN(CC1)C1=CC=C(C=C1)C1CN(CC1)C1=CC(=C(C#N)C=C1)C(F)(F)F